CN1N=C(C(=C1)C=1C(=NC(=CC1)C=1C=NNC1)C(=O)N)C1=NC=C(C=C1)N1CCN(CC1)C (1-methyl-3-(5-(4-methylpiperazin-1-yl)pyridin-2-yl)-1H-pyrazol-4-yl)-6-(1H-pyrazol-4-yl)picolinamide